[Cl-].C(CCCC)[N+]1=CC=C(C=C1)CC 1-Pentyl-4-ethylpyridinium chlorid